N1(C=NC=C1)CC(=O)N(C)C1=CC=C(C=C1)N\C(=C\1/C(NC2=CC(=CC=C12)B(O)O)=O)\C1=CC=CC=C1 (Z)-(3-(((4-(2-(1H-Imidazol-1-yl)-N-methyl-acetamido)phenyl)amino)(phenyl)methylene)-2-oxoindolin-6-yl)boronic acid